C(C)N1N=C(C=C1)C 1-Ethyl-3-methyl-1H-pyrazole